O=C1NC(CCC1N1C(C2=CC=CC(=C2C1=O)NCCCCN(C)CC1=CC=C(C=C1)NC(CCCCCCC(=O)OC(C)(C)C)=O)=O)=O tert-butyl 8-((4-(((4-((2-(2,6-dioxopiperidin-3-yl)-1,3-dioxoisoindolin-4-yl)amino)butyl)(methyl)amino)methyl)phenyl)amino)-8-oxooctanoate